Zinc Sulphate S(=O)(=O)([O-])[O-].[Zn+2]